C(C)C1=CC=C(C=C1)CCCCC=C 1-ethyl-4-(hex-5-en-1-yl)benzene